3-((3-exo)-3-(4-methoxy-2-((5-methyl-1H-pyrazol-3-yl)amino)-7H-pyrrolo[2,3-d]pyrimidin-7-yl)-8-azabicyclo[3.2.1]oct-8-yl)propionitrile COC=1C2=C(N=C(N1)NC1=NNC(=C1)C)N(C=C2)C2CC1CCC(C2)N1CCC#N